S(=O)(=O)(O)O.N[C@@H](CCC)C(=O)O norvaline sulfate